O.O.[Ru](Cl)Cl.N1=C(C=CC=C1)C1=NC=CC=C1.N1=C(C=CC=C1)C1=NC=CC=C1 bis(2,2'-bipyridine) ruthenium dichloride dihydrate